1-(4-(tert-butyl)naphthalen-2-yl)-7-neopentyl-benzo[4,5]thieno[2,3-c]pyridin-4-amine C(C)(C)(C)C1=CC(=CC2=CC=CC=C12)C1=NC=C(C2=C1SC1=C2C=CC(=C1)CC(C)(C)C)N